1-(4-bromo-5-(isopropylthio)thiazol-2-yl)-4-(3-fluorophenyl)-3-methyl-1H-pyrazole-5-carboxylic acid ethyl ester C(C)OC(=O)C1=C(C(=NN1C=1SC(=C(N1)Br)SC(C)C)C)C1=CC(=CC=C1)F